CS(=O)(=O)OCC(COS(=O)(=O)C)([2H])[2H] (2,2-dideuterio-3-methyl sulfonyloxy-propyl) methanesulfonate